hydroxyphenyl-oleic acid OC(C(=O)O)(CCCCCC\C=C/CCCCCCCC)C1=CC=CC=C1